methyl butyl phosphate, disodium salt [Na+].[Na+].P(=O)(OC)(OCCCC)[O-].COP(=O)(OCCCC)[O-]